5-{[5-(3,4-difluorophenyl)pyridin-3-yl]oxy}-2-nitrobenzonitrile FC=1C=C(C=CC1F)C=1C=C(C=NC1)OC=1C=CC(=C(C#N)C1)[N+](=O)[O-]